S(=O)(=O)(O)O.O1C2=C(NCC1)C=NC=C2 3,4-dihydro-2H-pyrido[4,3-b][1,4]oxazine sulphate